ClC1=C(CN2C(N([C@H](C3=CC=C(C=C23)C(=O)NCC2=CC(=CC(=C2)OC)F)C)C)=O)C(=CC=C1)F (S)-1-(2-chloro-6-fluorobenzyl)-N-(3-fluoro-5-methoxybenzyl)-3,4-dimethyl-2-oxo-1,2,3,4-tetrahydroquinazoline-7-carboxamide